tert-butyl 4-(4-(4-(4-(tert-butoxycarbonyl)piperazin-1-yl)-2,6-difluorobenzamido)-2-methylphenyl)piperazine-1-carboxylate C(C)(C)(C)OC(=O)N1CCN(CC1)C1=CC(=C(C(=O)NC2=CC(=C(C=C2)N2CCN(CC2)C(=O)OC(C)(C)C)C)C(=C1)F)F